Cl.Cl.Cl.C1(CC1)CNC(=O)C1=NC(=CC=C1)N1CC2CN(C(C1)CC2)C2CCN(CC2)C(C)C N-(Cyclopropylmethyl)-6-{6-[1-(propan-2-yl)piperidin-4-yl]-3,6-diazabicyclo[3.2.2]nonan-3-yl}pyridine-2-carboxamide trihydrochloride